(RS)-1-[2-dimethylamino-1-(4-methoxyphenyl)-ethyl]cyclohexanol CN(C[C@@H](C1=CC=C(C=C1)OC)C1(CCCCC1)O)C |r|